N-[4-fluoro-2-methyl-5-[[5-(2,2,2-trifluoroethyl)pyridin-3-yl]carbamoyl]phenyl]-2-methyl-1,3-thiazole-5-carboxamide FC1=CC(=C(C=C1C(NC=1C=NC=C(C1)CC(F)(F)F)=O)NC(=O)C1=CN=C(S1)C)C